CC(CCCCCCCCC(=O)OCCCCCN(CCCCCCCOC(=O)C(CCCCCCCC)CCCCCCCC)CCOC(CCCN(C)C)=O)C 5-({2-[4-(dimethylamino)butyroxy]ethyl}[7-(1-octylnonylcarbonyloxy) heptyl]amino)pentyl 10-methylundecanoate